C(C1=CC=2OCOC2C=C1)C1=C(C=CC(=C1)CC=C)O piperonyl-(Chavicol)